IC=1C(=NOC1COC(C1=CC=CC=C1)=O)C.C1(CC1)C[C@H](CC(=O)NC[C@H](CC1=CC=C(C=C1)O)N(C)C)C=1C=NC=NC1 (R)-4-cyclopropyl-N-((S)-2-(dimethylamino)-3-(4-hydroxyphenyl)propyl)-3-(pyrimidin-5-yl)butyramide (4-iodo-3-methyl-isoxazol-5-yl)methyl-benzoate